5-ethylimino-10-methyl-5H-benzo(a)phenoxazinium perchlorate Cl(=O)(=O)(=O)[O-].C(C)N=C1C2=C(C3=[NH+]C4=CC(=CC=C4OC3=C1)C)C=CC=C2